3-bromo-6,7-dihydro-5H-cyclopenta[b]pyridin-7-yl acetate C(C)(=O)OC1CCC=2C1=NC=C(C2)Br